CC1=NC(=CC(=C1)C=1C(=NN(C1)C)COC1=CC=C(C=C1)C1=NC2=CC=CC=C2C=C1C)C 2-(4-{[4-(2,6-dimethylpyridin-4-yl)-1-methyl-1H-pyrazol-3-yl]methoxy}phenyl)-3-methylquinoline